2-(2,6-dioxopiperidin-3-yl)-5-(3-ethynylazetidin-1-yl)isoindoline-1,3-dione O=C1NC(CCC1N1C(C2=CC=C(C=C2C1=O)N1CC(C1)C#C)=O)=O